C(CCCCCCCCCCCCCCCCCCC)P(O)(O)O.C(CCCCCCC)O[Ti](OCCCCCCCC)(OCCCCCCCC)OCCCCCCCC tetraoctyloxytitanium (eicosyl phosphite)